COC1=C(CN(S(=O)(=O)C2=C(C=C(C=C2)N2C[C@@](CCC2)(N2CCCCC2)CCC2=CC(=CC=C2)C(F)(F)F)F)C2=NC=NC=C2)C=CC(=C1)OC (R)-N-(2,4-Dimethoxybenzyl)-2-fluoro-N-(pyrimidin-4-yl)-4-(3'-(3-(trifluoromethyl)phenethyl)-[1,3'-bipiperidin]-1'-yl)benzenesulfonamide